6-(1-(4-([1,3]dioxolo[4,5-f]benzofuran-6-yl)phenyl)-3-((2-fluoroethyl)amino)propan-2-yl)-5-hydroxypyrimidin-4(3H)-one O1COC2=CC3=C(C=C(O3)C3=CC=C(C=C3)CC(CNCCF)C3=C(C(NC=N3)=O)O)C=C21